5-chloro-1'-[2-(2-fluoro-4-methanesulfonyl-phenoxy)ethyl]-1,2-dihydrospiro[indole-3,4'-piperidin]-2-one ClC=1C=C2C(=CC1)NC(C21CCN(CC1)CCOC1=C(C=C(C=C1)S(=O)(=O)C)F)=O